C1(CCCC1)N1N=CC=C1C1=C(C=CC=C1)C(C)C 1-cyclopentyl-5-[2-(propan-2-yl)phenyl]-1H-pyrazol